4,4'-bis[3,5-difluoro-4-(9-carbazolyl)styryl]biphenyl FC=1C=C(C=CC2=CC=C(C=C2)C2=CC=C(C=C2)C=CC2=CC(=C(C(=C2)F)N2C3=CC=CC=C3C=3C=CC=CC23)F)C=C(C1N1C2=CC=CC=C2C=2C=CC=CC12)F